Cl.O1CC(C1)NC(=O)C1CNC1 N-(oxetan-3-yl)azetidine-3-carboxamide hydrochloride